[C@H]12OC[C@](CC1)(C2)N2N=C1N=C(C(=CC1=C2)C(=O)O)OC2CC2 2-((1S,4S)-2-oxabicyclo[2.2.1]hept-4-yl)-6-cyclopropoxy-2H-pyrazolo[3,4-b]pyridine-5-carboxylic acid